C(CCCCCCCCCCCCCCCCC)N.C(CCCCCCC\C=C/CCCCCCCC)(=O)N(C)CC(=O)O oleoyl-sarcosine-octadecylamine salt